5-[7-[[6-(3-hydroxyazetidine-1-carbonyl)pyridazin-3-yl]amino]-3-methyl-imidazo[4,5-b]pyridin-5-yl]oxy-4-methyl-pyridine-2-carbonitrile OC1CN(C1)C(=O)C1=CC=C(N=N1)NC1=C2C(=NC(=C1)OC=1C(=CC(=NC1)C#N)C)N(C=N2)C